C1(=CC=CC=C1)C(C)S(=O)(=O)O (+)-1-phenylethanesulfonic acid